2-((1S,2S,3R,6S,8S)-2-(aminomethyl)tricyclo[4.2.1.03,8]nonan-2-yl)acetic acid compound with benzenesulfonic acid C1(=CC=CC=C1)S(=O)(=O)O.NC[C@@]1([C@@H]2[C@H]3C[C@H](CC[C@@H]13)C2)CC(=O)O